O1C(=CC=C1)C1=C(CCC(C1)(C)C)CN1CCN(CC1)CC=1C=C2CN(C(C2=CC1)=O)C1C(NC(CC1)=O)=O 3-(5-((4-((2-(furan-2-yl)-4,4-dimethylcyclohex-1-en-1-yl)methyl)piperazin-1-yl)methyl)-1-oxoisoindolin-2-yl)piperidine-2,6-dione